Cl.NC1CC(CCC1)O 3-aminocyclohexanol HCl salt